3-((methylsulfonyl)amino)-2-(pyridin-3-ylmethyl)piperidine-1-carboxylic acid isopropyl ester C(C)(C)OC(=O)N1C(C(CCC1)NS(=O)(=O)C)CC=1C=NC=CC1